OC1(CC(C1)C)NC(CN1C(C2=CC=C(C(=C2C2(C(C2)(F)F)C1)F)Br)=O)=O N-(3-cis-hydroxy-3-methylcyclobutyl)-2-[6-bromo-1',1',5-trifluoro-1-oxospiro[3H-isoquinoline-4,2'-cyclopropane]-2-yl]acetamide